FC1=C(C=CC=C1C1=CC=CC=C1)C1=CC=CC=C1 2'-fluoro-m-terphenyl